[SiH2]1NCCCC1 Azasilacyclohexane